C(C)(C)(C)C1=CC=C(C(=O)NC(NC2=C(C=C(C=C2)C)C)=S)C=C1 4-(tert-butyl)-N-((2,4-dimethylphenyl)thiocarbamoyl)benzamide